methyl (3S)-3-ethyl-5-fluoro-2-[[(2R)-tetrahydropyran-2-yl]methyl]-3,4-dihydro-1H-isoquinoline-7-carboxylate C(C)[C@@H]1N(CC2=CC(=CC(=C2C1)F)C(=O)OC)C[C@@H]1OCCCC1